5-(2-fluoro-6-(trifluoromethyl)phenyl)-3-(4-(4-methylpiperazin-1-yl)phenyl)-1H-pyrazolo[3,4-c]pyridine FC1=C(C(=CC=C1)C(F)(F)F)C=1C=C2C(=CN1)NN=C2C2=CC=C(C=C2)N2CCN(CC2)C